N-phenyl-1-(3-pyridyl)ethanimine C1(=CC=CC=C1)N=C(C)C=1C=NC=CC1